NC1=NN=NN1 aminotetraazole